C[C@]12C[C@@H]([C@H]3[C@H]([C@@H]1CC[C@@]2(C(=O)COP(=O)([O-])[O-])O)CCC4=CC(=O)C=C[C@]34C)O.[Na+].[Na+] The molecule is an organic sodium salt of prednisolone phosphate. It is an ophthalmology drug used for the treatment of short-term inflammatory eye conditions and helps relieve inflammation, redness and irritation of the eyes. It has a role as an ophthalmology drug, an anti-inflammatory agent, a glucocorticoid receptor agonist, a prodrug and an anti-allergic agent. It is an organic sodium salt and a glucocorticoid. It contains a prednisolone phosphate(2-).